ClC=1C=C(C=CC1Cl)CNC=1NC(C2=C(N1)C=NN2CC2CNCCO2)=O 5-[(3,4-dichlorophenyl)methylamino]-1-(morpholin-2-ylmethyl)-6H-pyrazolo[4,3-d]pyrimidin-7-one